[Si](C)(C)(C(C)(C)C)OC[C@H]1OCC2(CCO2)CN(C1)C(=O)OC(C)(C)C tert-butyl (7S)-7-(((tert-butyldimethylsilyl)oxy)methyl)-1,6-dioxa-9-azaspiro[3.6]decane-9-carboxylate